(1S,2S)-2-fluoro-N-(5-(5-methyl-1H-indazol-4-yl)pyrazolo[1,5-a]pyrimidin-2-yl)cyclopropane-1-carboxamide benzyl-(2R)-2-(1H-indol-3-ylmethyl)-3-oxo-piperazine-1-carboxylate C(C1=CC=CC=C1)OC(=O)N1[C@@H](C(NCC1)=O)CC1=CNC2=CC=CC=C12.F[C@@H]1[C@@H](C1)C(=O)NC1=NN2C(N=C(C=C2)C2=C3C=NNC3=CC=C2C)=C1